ClC=1C=CC(=C(C1)C1=CC(=C(N=N1)SCCNC(=O)C1COC(C1)=O)NC1=CC(=NC=C1)NC(CCN1CCN(CC1)C)=O)F N-(2-{[6-(5-chloro-2-fluoro-phenyl)-4-({2-[3-(4-methyl-piperazin-1-yl)propanamido]-pyridin-4-yl}amino)pyridazin-3-yl]sulfanyl}ethyl)-5-oxo-oxolane-3-carboxamide